3-methyl-5-[(5S)-5-(3,4,5-trichlorophenyl)-5-(trifluoromethyl)-4H-isoxazole-3-yl]thiophene-2-carboxylic acid CC1=C(SC(=C1)C1=NO[C@](C1)(C(F)(F)F)C1=CC(=C(C(=C1)Cl)Cl)Cl)C(=O)O